9-(2-bromo-5-chlorophenyl)-phenanthrene BrC1=C(C=C(C=C1)Cl)C=1C2=CC=CC=C2C=2C=CC=CC2C1